hydroxycinnamyl-coenzyme A OC(C(=O)SCCNC(CCNC([C@@H](C(COP(OP(OC[C@@H]1[C@H]([C@H]([C@@H](O1)N1C=NC=2C(N)=NC=NC12)O)OP(=O)(O)O)(=O)O)(=O)O)(C)C)O)=O)=O)=CC1=CC=CC=C1